disulfite dihydrate O.O.S(=O)(O)OS(=O)O